C1(=C(C(=CC(=C1)C)C)B(C1=C(C=C(C=C1C)N1C2=CC=C(C=C2C=2C=C(C=CC12)N(C1=CC=CC=C1)C1=CC=CC=C1)N(C1=CC=CC=C1)C1=CC=CC=C1)C)C1=C(C=C(C=C1C)C)C)C 9-(4-(dimesitylboraneyl)-3,5-dimethylphenyl)-N3,N3,N6,N6-tetraphenyl-9H-carbazole-3,6-diamine